2,3,5-trimethyl-6-(non-1-en-1-yl)benzene-1,4-diol CC1=C(C(=C(C(=C1C)O)C)C=CCCCCCCC)O